dimethyl-propyl-silicon acetate C(C)(=O)[O-].C[Si+](CCC)C